CSCCC1=CC(=NO1)C(=O)OCC ethyl 5-(2-(methylthio)ethyl)isoxazole-3-carboxylate